6-Hydroxyhexyl acetate C(C)(=O)OCCCCCCO